C(#N)C1=C(C=NC=C1)C1=CC(=C(C=C1)NC(=O)C1=NC(=NC=C1)C1=C(C=CC=C1OC)F)N1CCN(CC1)C(CCCCNC=1C=C2C(N(C(C2=CC1)=O)C1C(NC(CC1)=O)=O)=O)=O N-(4-(4-cyanopyridin-3-yl)-2-(4-(5-((2-(2,6-dioxopiperidin-3-yl)-1,3-dioxoisoindolin-5-yl)amino)pentanoyl)piperazin-1-yl)phenyl)-2-(2-fluoro-6-methoxyphenyl)pyrimidine-4-carboxamide